CC(CC=1C(CC(CC1O)C1CSCCC1)=O)C(C)C 2-(2,3-dimethyl-butyl)-3-hydroxy-5-(tetrahydro-thiopyran-3-yl)-cyclohex-2-enone